N-[[6-[2-[1-(2,2,2-trifluoroethyl)-4-piperidyl]acetyl]-6-azaspiro[2.5]octan-2-yl]methyl]-1H-pyrrolo[3,2-c]pyridine-2-carboxamide FC(CN1CCC(CC1)CC(=O)N1CCC2(C(C2)CNC(=O)C2=CC=3C=NC=CC3N2)CC1)(F)F